C(C)(C)(C)OC(=O)N1C[C@@H](OCC1)C(NC1=CC(=NC(=C1)OC)C1=CC=CC=2OCCOC21)=O (R)-2-[2-(2,3-Dihydro-benzo[1,4]dioxin-5-yl)-6-methoxy-pyridin-4-ylcarbamoyl]-morpholine-4-carboxylic acid tert-butyl ester